Cl.NN1C2(N3C(C=4NC=5C=CN=CC5CC4C(=C3C1=O)C)=O)CCCCC2 amino-12'-methyl-6',11'-dihydro-2'H-spiro[cyclohexane-1,3'-imidazo[1',5':1,6]pyrido[3,4-B][1,6]naphthyridine]-1',5'-dione hydrochloride